methyl (2S)-2-((2S)-2-(((2-(3-chlorophenyl)-2,2-difluoro-1-phenylethoxy)carbonyl)amino)-3-(1-ethylcyclopropyl) propanamido)-3-((S)-2-oxopyrrolidin-3-yl)propanoate ClC=1C=C(C=CC1)C(C(OC(=O)N[C@H](C(=O)N[C@H](C(=O)OC)C[C@H]1C(NCC1)=O)CC1(CC1)CC)C1=CC=CC=C1)(F)F